CN1N=C(C=C1)NC(NC(C(=O)N)CC1=CC=CC=C1)=O 2-(3-(1-methyl-1H-pyrazol-3-yl)ureido)-3-phenylpropanamide